ClC1=CC(=C(C2=C1O[C@@](O2)(C)C2CCC(CC2)N2CC(C2)(F)F)C)C(=O)OC methyl (2S)-7-chloro-2-(4-(3,3-difluoroazetidin-1-yl)cyclohexyl)-2,4-dimethylbenzo[d][1,3]dioxole-5-carboxylate